(R)-3-(azetidin-3-yl)piperidine-1-carboxylic acid allyl ester hydrochloride Cl.C(C=C)OC(=O)N1C[C@H](CCC1)C1CNC1